C(C)(C)C=1C(=CC(=NC1)C1=C(N=C(S1)N)C1=NC=CC=C1)C(F)(F)F 5-Isopropyl-4-(trifluoromethyl)pyridin-2-yl-4-(pyridin-2-yl)thiazol-2-amine